ClC=1C=C(OC2=C(C3=C(C(N(S3(=O)=O)C)O)C=C2)C)C=CC1F 6-(3-Chloro-4-fluorophenoxy)-3-hydroxy-2,7-dimethyl-2,3-dihydrobenzo[d]isothiazole-1,1-dioxide